(S)-ethyl 5-(2-chlorophenyl)-6,7-dihydro-5H-pyrrolo[1,2-b][1,2,4]triazole-2-carboxylate ClC1=C(C=CC=C1)[C@@H]1CCC=2N1N=C(N2)C(=O)OCC